FC1=CC=C(NC(C(C)C23CC(C2)(C3)NC(=O)C3=CC=CC=2N3[NH+]=CC2)=O)C=C1 N-[3-[2-(4-fluoroanilino)-1-methyl-2-oxo-ethyl]-1-bicyclo[1.1.1]pentanyl]pyrazolo[1,5-a]pyridin-1-ium-7-carboxamide